2-ethylhexyl 3-(1-benzylpyrazol-4-yl)sulfanylpropanoate C(C1=CC=CC=C1)N1N=CC(=C1)SCCC(=O)OCC(CCCC)CC